N-[6-(2H-1,2,3-triazol-2-yl)-5-(trifluoromethyl)-3-pyridinyl]-carbamic acid phenyl ester C1(=CC=CC=C1)OC(NC=1C=NC(=C(C1)C(F)(F)F)N1N=CC=N1)=O